C1CC(=O)N(C1)C(CF)F.C1=C(N=NN1C(CF)F)CNC(=O)CCCC(=O)NCCCCCCCCO[C@@H]2[C@H]([C@@H]([C@H](O2)CO[C@@H]3[C@H]([C@@H]([C@H](O3)CO[C@@H]4[C@H]([C@@H]([C@H](O4)CO)O)O[C@H]5[C@H]([C@@H]([C@H](O5)CO)O)O)O[C@@H]6[C@H]([C@@H]([C@H](O6)CO)O)O[C@H]7[C@H]([C@@H]([C@H](O7)CO)O)O)O)O)O.C(C(O)F)F The molecule is a copolymer of beta-D-arabinofuranosyl-(1->2)-alpha-D-arabinofuranosyl-(1->3)-[beta-D-arabinofuranosyl-(1->2)-alpha-D-arabinofuranosyl-(1->5)]-alpha-Darabinofuranosyl-(1->5)-alpha-D-arabinofuranoside and copovidone and comprised of N-(2-{[beta-D-arabinofuranosyl-(1->2)-alpha-D-arabinofuranosyl-(1->3)-[beta-D-arabinofuranosyl-(1->2)-alpha-D-arabinofuranosyl-(1->5)]-alpha-D-arabinofuranosyl-(1->5)-alpha-D-arabinofuranosyl]oxy}octyl)-N'-[(1-vinyl-1H-1,2,3-triazol-4-yl)methyl]pentanediamide, vinyl alcohol and N-vinyl-2-pyrrolidone units. It contains a N-octyl-N'-[(1-vinyl-1H-1,2,3-triazol-4-yl)methyl]pentanediamide-functionalised copovidone group. It derives from a copovidone macromolecule and a beta-D-Araf-(1->2)-alpha-D-Araf-(1->3)-[beta-D-Araf-(1->2)-alpha-D-Araf-(1->5)]-alpha-D-Araf-(1->5)-alpha-D-Araf.